3-methyl-cyclohexene-oxide CC1C2C(CCC1)O2